1-{1-[2-(2,6-dioxopiperidin-3-yl)-1-oxo-3H-isoindol-5-yl]piperidin-4-yl}piperidine-4-carbaldehyde O=C1NC(CCC1N1C(C2=CC=C(C=C2C1)N1CCC(CC1)N1CCC(CC1)C=O)=O)=O